1-hexyl-pyridinium chloride [Cl-].C(CCCCC)[N+]1=CC=CC=C1